FC1=C(C=C2C=C(C=C(C2=C1C#C[Si](C(C)C)(C(C)C)C(C)C)O)OCOC)[2H] 7-Fluoro-3-(methoxymethoxy)-8-((triisopropylsilyl)ethynyl)naphthalen-6-d-1-ol